C(=O)(OC(C)(C)C)N1CC=2CNCC2C1 N-Boc-3,4,5,6-tetrahydropyrrolo[3,4-c]pyrrole